6-Bromo-8-[trans-(4-tert-butoxycarbonylamino-cyclohexylmethyl)-amino]-imidazo[1,2-a]pyrazine-2-carboxylic acid ethyl ester C(C)OC(=O)C=1N=C2N(C=C(N=C2NC[C@@H]2CC[C@H](CC2)NC(=O)OC(C)(C)C)Br)C1